ClC(OC1=CC=C(C=C1)NC(C1=CN=C(C(=C1)C=1C=C2C(=NC1)CC=1C2=NNC1)N1C[C@@H](CC1)F)=O)(F)F (R)-N-(4-(chlorodifluoromethoxy)phenyl)-5-(2,4-dihydropyrazolo[3',4':3,4]cyclopenta[1,2-b]pyridin-7-yl)-6-(3-fluoropyrrolidin-1-yl)nicotinamide